COC(=O)C1(C(C2(C(C1)\C=C\C1=CC=CC=C1)C(C=CC=1OCOCC12)=O)C1=C(C=C(C=C1)OC)OC)C(=O)O 2'-(2,4-dimethoxyphenyl)-5'-(E)-styryl-6-oxo-6H-spiro(benzo[d][1,3]dioxine-5,1'-cyclopentane)-3',3'-dicarboxylic acid methyl ester